BrC1=CC2=C(N=C(N=C2)NCC(F)(F)F)N(C1=O)C1=CC=C(C=C1)OC 6-bromo-8-(4-methoxyphenyl)-2-(2,2,2-trifluoroethylamino)pyrido[2,3-d]pyrimidin-7(8H)-one